N4-((8-(((tert-butyldimethylsilyl)oxy)methyl)-6-cyclopropylimidazo[1,2-a]pyridin-2-yl)methyl)pyridine-2,4-diamine [Si](C)(C)(C(C)(C)C)OCC=1C=2N(C=C(C1)C1CC1)C=C(N2)CNC2=CC(=NC=C2)N